O-((5-ethynylpyridin-3-yl)methyl)hydroxylamine C(#C)C=1C=C(C=NC1)CON